CC1=C(C=CC=C1C)N1CCN(CC1)C(CN1N=C(C2=C1CCC2)C(=O)N2CC(CC2)(O)CF)=O 1-(4-(2,3-dimethylphenyl)piperazin-1-yl)-2-(3-(3-(fluoromethyl)-3-hydroxypyrrolidine-1-carbonyl)-5,6-dihydro-cyclopenta[c]pyrazol-1(4H)-yl)ethanone